fluoro-1-iodooctane FC(CCCCCCC)I